3-(3-(2,2-difluoroethyl)-7-((tetrahydro-2H-pyran-4-yl)amino)benzo[b]thiophen-2-yl)prop-2-yn FC(CC=1C2=C(SC1C#CC)C(=CC=C2)NC2CCOCC2)F